The molecule is an oxygen hydride. It has a role as a mouse metabolite. It is a conjugate base of a water. [OH-]